5'-(N-ethylcarbamoyl)-adenosine C(C)NC(=O)C([C@@H]1[C@H]([C@H]([C@@H](O1)N1C=NC=2C(N)=NC=NC12)O)O)O